(2R,3R,11bR)-3-(tert-butoxy)-9-(((1S,2R)-2-fluorocyclopropyl)methoxy)-10-methoxy-1,3,4,6,7,11b-hexahydro-2H-pyrido[2,1-a]isoquinolin-2-ol C(C)(C)(C)O[C@H]1[C@@H](C[C@H]2N(CCC3=CC(=C(C=C23)OC)OC[C@H]2[C@@H](C2)F)C1)O